2,6-bis(2,4-dimethylphenyl)-4-(trifluoromethyl)pyridine CC1=C(C=CC(=C1)C)C1=NC(=CC(=C1)C(F)(F)F)C1=C(C=C(C=C1)C)C